CS(=O)(=O)[O-].[Pd+2].NC1=C(C=CC=C1)C1=CC=CC=C1.CS(=O)(=O)[O-] (2-amino-1,1'-biphenyl) palladium (II) methanesulfonate